N-(3-(2,2,2-trifluoroethoxy)-2,3-dihydro-1H-inden-5-yl)acrylamide FC(COC1CCC2=CC=C(C=C12)NC(C=C)=O)(F)F